S1(CCC(CC1)O)(=O)=O tetrahydro-2H-thiopyran-4-ol 1,1-dioxide